((4-((1,2,4-thiadiazol-5-yl)oxy)-3-methylphenyl)carbamoyl)-3-methoxycyclobutane-1-carboxamide S1N=CN=C1OC1=C(C=C(C=C1)NC(=O)C1(CC(C1)OC)C(=O)N)C